(2R)-2-(4-chloro-2-cyclopropyl-6-fluorophenoxy)-3-fluoropropionic acid ClC1=CC(=C(O[C@H](C(=O)O)CF)C(=C1)F)C1CC1